4,4-Dimethyl-6-(2-((4-((methylsulfonyl)methyl)pyridin-2-yl)amino)-5-(trifluoromethyl)pyrimidine-4-yl)-3,4-dihydroisoquinolin CC1(CN=CC2=CC=C(C=C12)C1=NC(=NC=C1C(F)(F)F)NC1=NC=CC(=C1)CS(=O)(=O)C)C